(R)-6,7-dihydro-5H-pyrazolo[5,1-b][1,3]oxazin-6-amine N1=CC=C2OC[C@@H](CN21)N